3-bromo-N-(1-((4-vinylphenyl)carbamoyl)cyclopropyl)-1-(3-chloropyridin-2-yl)-1H-pyrazole-5-carboxamide BrC1=NN(C(=C1)C(=O)NC1(CC1)C(NC1=CC=C(C=C1)C=C)=O)C1=NC=CC=C1Cl